OC=1C(C(=CN2N3[C@@H](C=C[C@@H](N(C(C21)=O)C3C)C)C)C(=O)NCC3=C(C=C(C=C3F)F)F)=O (1S,2R,5S)-8-hydroxy-2,5,13-trimethyl-7,9-dioxo-N-(2,4,6-trifluorobenzyl)-2,5,7,9-tetrahydro-1,6-methanopyrido[1,2-b][1,2,5]triazonine-10-carboxamide